Diazacyclooctane-8-carboxylic acid methyl ester COC(=O)C1CCCCCNN1